1-(4-methoxyphenyl)-N-[[2-(1-piperidyl)-4-pyridyl]methyl]-methanamin COC1=CC=C(C=C1)CNCC1=CC(=NC=C1)N1CCCCC1